FC(CN1C(C2N(C(C1)C2)C(=O)OC(C)(C)C)=O)F tert-butyl 3-(2,2-difluoroethyl)-2-oxo-3,6-diazabicyclo[3.1.1]heptane-6-carboxylate